CC1=C(C(=NC=C1)N)C dimethyl-aminopyridine